P(=O)(O)(O)O.F[Li] monofluorolithium phosphate